N-(4-((2-(1,1-difluoroethyl)-6-methylpyrimidin-4-yl)amino)-5-(methoxymethyl)pyridin-2-yl)acetamide FC(C)(F)C1=NC(=CC(=N1)NC1=CC(=NC=C1COC)NC(C)=O)C